(4-(4-aminopiperidin-1-yl)-7-(1-methyl-1H-indazol-5-yl)-3-oxo-2,3-dihydro-1H-pyrrolo[3,4-c]pyridin-6-yl)-2-fluorobenzonitrile NC1CCN(CC1)C1=NC(=C(C2=C1C(NC2)=O)C=2C=C1C=NN(C1=CC2)C)C=2C(=C(C#N)C=CC2)F